(1s,4s)-4-((2-Chloro-5-(3-methyl-3-morpholinobut-1-yn-1-yl)pyridin-4-yl)amino)cyclohexan-1-ol ClC1=NC=C(C(=C1)NC1CCC(CC1)O)C#CC(C)(N1CCOCC1)C